O1C(=CC=C1)C1=NC2=C(N1)C=CC=C2 2-(furyl)-1H-benzimidazol